4-bromo-N-(4-methoxy-2-methyl-5-nitrophenyl)thiophene-3-carboxamide BrC=1C(=CSC1)C(=O)NC1=C(C=C(C(=C1)[N+](=O)[O-])OC)C